4-(1-(2-(2,2,2-Trifluoroethyl)-1H-imidazol-4-yl)ethyl)pyridine FC(CC=1NC=C(N1)C(C)C1=CC=NC=C1)(F)F